CC1(C(C(C1=O)(CC)C)=O)CC 2,4-dimethyl-2,4-diethyl-cyclobutane-1,3-dione